7-{[6-(pyridin-3-yl)pyrimidin-4-yl]amino}-4-(piperazin-1-ylmethyl)-2H-benzopyran-2-one N1=CC(=CC=C1)C1=CC(=NC=N1)NC1=CC2=C(C(=CC(O2)=O)CN2CCNCC2)C=C1